C(C1=CC=CC=C1)(=O)OOC(C)(C)CC(C)(C)C t-octyl peroxybenzoate